CC(CCCN)CC(CCC)C 4,6-dimethyl-1-nonanamine